8-chloro-3-(5-difluoromethyl-1,3,4-thiadiazol-2-yl)-N-(1-(methyl-d3)cyclopropyl)-N-(4-methoxybenzyl)imidazo[1,5-a]pyridin-6-sulfonamide ClC=1C=2N(C=C(C1)S(=O)(=O)N(CC1=CC=C(C=C1)OC)C1(CC1)C([2H])([2H])[2H])C(=NC2)C=2SC(=NN2)C(F)F